O[C@@]1([C@@H](CC1)OC1=NN(C=C1NC=1N=CC2=C(N1)N(C(=C2)C#N)[C@H](COC)C)C([2H])([2H])[2H])C 2-((3-((1R,2S)-2-hydroxy-2-methylcyclobutoxy)-1-(methyl-d3)-1H-pyrazol-4-yl)amino)-7-((S)-1-methoxypropan-2-yl)-7H-pyrrolo[2,3-d]pyrimidine-6-carbonitrile